Fluoropentane FCCCCC